tert-butyl 6-((3-chloro-4-fluorophenyl) (4-(5-(difluoromethyl)-1,3,4-oxadiazol-2-yl)-2-fluorobenzyl) thiocarbamoyl)-2,6-diazaspiro[3.3]heptane-2-carboxylate ClC=1C=C(C=CC1F)N(C(=S)N1CC2(CN(C2)C(=O)OC(C)(C)C)C1)CC1=C(C=C(C=C1)C=1OC(=NN1)C(F)F)F